BrC(=CO)C(CO)Br trans-2,3-dibromo-1,4-butenediol